2-[2-chloro-4-(tri-fluoromethoxy)-phenoxy]-N-(2-methyl-1,2,4-tri-azol-3-yl)-5-(tri-fluoromethyl)pyridine-3-carboxamide ClC1=C(OC2=NC=C(C=C2C(=O)NC=2N(N=CN2)C)C(F)(F)F)C=CC(=C1)OC(F)(F)F